C1(CC1)C=1C=C(C(=O)OC(C)(C)C)C=C(N1)OC1=CC=C(C=C1)OC(C(F)(F)F)(F)F tertiary butyl 2-cyclopropyl-6-(4-(perfluoroethoxy)phenoxy)isonicotinate